FC1=CC2=C(NC(=N2)C=2C(=NC(=NC2)NCCC)N[C@@H]2CNCCC2)C=C1 (S)-5-(5-fluoro-1H-benzo[d]imidazol-2-yl)-N4-(piperidin-3-yl)-N2-propylpyrimidine-2,4-diamine